2,2-Difluoro-N-((S)-2-((4-((S)-2-methoxy-1-((S)-2-oxo-4-(trifluoromethyl)imidazolidin-1-yl)ethyl)pyridin-2-yl)amino)-1-((1r,4S)-4-methylcyclohexyl)-2-oxoethyl)-2-(p-tolyl)acetamide FC(C(=O)N[C@H](C(=O)NC1=NC=CC(=C1)[C@@H](COC)N1C(N[C@@H](C1)C(F)(F)F)=O)C1CCC(CC1)C)(C1=CC=C(C=C1)C)F